FC(C(=O)O)(F)F.C(C)[C@@H]1N(CCNC1)CCC (S)-2-ethyl-1-(n-propyl)piperazine trifluoroacetate